5-[[5-[3-[(dimethylamino)methyl]-1,2,4-oxadiazol-5-yl]-4-[[(1S)-2-hydroxy-1-phenyl-ethyl]amino]pyrimidin-2-yl]amino]isoindolin-1-one CN(C)CC1=NOC(=N1)C=1C(=NC(=NC1)NC=1C=C2CNC(C2=CC1)=O)N[C@H](CO)C1=CC=CC=C1